N-t-butyl-N-tetradecylamino-propionamidine C(C)(C)(C)N(C(CC)=N)NCCCCCCCCCCCCCC